C(CCC(=O)OC(C)C)(=O)OC(C)C DIISOPROPYL SUCCINATE